C1(=CC=C(C=C1)C)CC(=O)[O-] CresylAcetate